[Al+3].CC1=CC=NC2=C(C=CC=C12)[O-].CC1=CC=NC2=C(C=CC=C12)[O-].CC1=CC=NC2=C(C=CC=C12)[O-] tris(4-methyl-8-quinolinolate) aluminum(III)